N-{[(4R)-4-cyclopropyl-2,5-dioxoimidazolidin-4-yl]methyl}-2-(2,3-difluorophenyl)-2H-1,2,3-triazole-4-carboxamide C1(CC1)[C@@]1(NC(NC1=O)=O)CNC(=O)C1=NN(N=C1)C1=C(C(=CC=C1)F)F